C1(CCCCC1)P([C-]1C=CC=C1)C1CCCCC1.[C-]1(C=CC=C1)P(C1CCCCC1)C1CCCCC1.[Fe+2] 1,1'-di(dicyclohexylphosphino)-ferrocene